C(C1=CC=CC=C1)(C1=CC=CC=C1)N1CCN(CCC1)CC=1C=C2C(N(C(C2=CC1)=O)N1C(NC(CC1)=O)=O)=O 5-((4-benzhydryl-1,4-diazepan-1-yl)methyl)-2-(2,4-dioxotetrahydropyrimidin-1(2H)-yl)isoindoline-1,3-dione